methyl 2-amino-5-(8-{[(tert-butoxy)carbonyl] (2-Cyano-2-methylideneethyl)amino}-7-Methoxynaphthalen-2-yl)pyridine-3-carboxylate NC1=NC=C(C=C1C(=O)OC)C1=CC2=C(C(=CC=C2C=C1)OC)N(CC(=C)C#N)C(=O)OC(C)(C)C